1-(Malonylamino)cyclopropanecarboxylic acid C1CC1(C(=O)O)NC(=O)CC(=O)O